(3-bromo-2-methylphenyl)-1-methyl-4,5,6,7-tetrahydro-1H-imidazo[4,5-c]pyridine-2-amide BrC=1C(=C(C=CC1)C1NCCC2=C1N=C(N2C)C(=O)N)C